7-bromo-4'-chloro-4,4-dimethyl-2'-(methylthio)-3,4,5',8'-tetrahydro-2H-spiro[naphthalene-1,7'-pyrano[4,3-d]pyrimidine] BrC1=CC=C2C(CCC3(CC=4N=C(N=C(C4CO3)Cl)SC)C2=C1)(C)C